(1-(5-(2-chloro-4-phenoxybenzoyl)-7H-pyrrolo[2,3-d]pyrimidin-4-yl)piperidin-3-yl)(morpholin) ClC1=C(C(=O)C2=CNC=3N=CN=C(C32)N3CC(CCC3)N3CCOCC3)C=CC(=C1)OC1=CC=CC=C1